NCCNCCNCCC[Si](OC)(OC)OC 3-[2-(2-amino-ethylamino)-ethylamino]-propyl-trimethoxysilane